OCCNC(=S)S 2-hydroxyethylcarbamodithioic acid